C(C)(C)(C)OC(=O)N1[C@H]2CC3(CC(C3)OS(=O)(=O)C)C[C@@H]1CC2 (1R,5S)-3'-((methylsulfonyl)oxy)-8-azaspiro[bicyclo[3.2.1]octane-3,1'-cyclobutane]-8-carboxylic acid tert-butyl ester